2-(3-((2-methoxy-4-(methylsulfonyl)phenyl)amino)prop-1-yn-1-yl)-N-(piperidin-4-yl)-1-(2,2,2-trifluoroethyl)-1H-indol-4-amine hydrochloride Cl.COC1=C(C=CC(=C1)S(=O)(=O)C)NCC#CC=1N(C=2C=CC=C(C2C1)NC1CCNCC1)CC(F)(F)F